8-Amino-N-phenyloctanamide NCCCCCCCC(=O)NC1=CC=CC=C1